CS(=O)(=O)C=1N=CC2=C(N1)N=C(C=C2C#C[Si](C(C)C)(C(C)C)C(C)C)NS(=O)(=O)C N-{2-methanesulfonyl-5-[2-(triisopropylsilyl)ethynyl]pyrido[2,3-d]pyrimidin-7-yl}methanesulfonamide